C(C)(=O)N1CC2=C(CC1)N(N=C2C=2C=CC=C1C=C(N=CC21)C=2C=CC(=NC2)CCC2CCN(CC2)C(=O)OC(C)(C)C)C2CCOCC2 tert-butyl 4-[2-[5-[8-(5-acetyl-1-tetrahydropyran-4-yl-6,7-dihydro-4H-pyrazolo[4,3-c]pyridin-3-yl)-3-isoquinolyl]-2-pyridyl]ethyl]piperidine-1-carboxylate